BrC1=CC=C(C=C1)S(=O)(=O)NC(=O)C1=CC(=NN1)C1=CC(=C(C(=C1)OC)OC)OC N-((4-bromophenyl)sulfonyl)-3-(3,4,5-trimethoxyphenyl)-1H-pyrazole-5-carboxamide